6,N6,N6-trimethyladenosine CC1(C2=NCN([C@H]3[C@H](O)[C@H](O)[C@@H](CO)O3)C2=NC=N1)N(C)C